2,4,8-trimethylspiro[5.5]undec-3-en-11-ol CC1CC2(CC(=C1)C)CC(CCC2O)C